C1=NCC(C2=CC=CC=C12)=O ISOQUINOLIN-4-ONE